ClC1=CC(=C(C=C1)C1=NC(=CC2=C1N=C(N(C2=O)C)C)[C@@H]2C[C@@H](OCC2)C=2C=NN(C2)C2CC2)F 8-(4-chloro-2-fluorophenyl)-6-((2R,4S)-2-(1-cyclopropyl-1H-pyrazol-4-yl)tetrahydro-2H-pyran-4-yl)-2,3-dimethylpyrido[3,4-d]pyrimidin-4(3H)-one